(2S,3S,4R,5R)-5-(2-(5-chloropyridin-3-yl)-6-(4-(trifluoromethoxy)benzylamino)-9H-purin-9-yl)-3,4-dihydroxyl-N-(methyl-d3)-tetrahydrofuran-2-carboxamide ClC=1C=C(C=NC1)C1=NC(=C2N=CN(C2=N1)[C@H]1[C@@H]([C@@H]([C@H](O1)C(=O)NC([2H])([2H])[2H])O)O)NCC1=CC=C(C=C1)OC(F)(F)F